C(C)OC=1C=C(C(=O)N)C=CC1[C@@H](C1=CC=NC=C1)OC1=CC=C2C(CCOC2=C1C)=O (R)-3-ethoxy-4-(((8-methyl-4-oxochroman-7-yl)oxy)(pyridin-4-yl)methyl)benzamide